COC=1C=C2C(=CN=NC2=CC1OC)N1CCC2(CCN(C2)[SH2](=O)C=N)CC1 [8-(6,7-dimethoxycinnolin-4-yl)-2,8-diazaspiro[4.5]decan-2-yl](imino)methyl-λ6-sulfanone